4-(4-(5-(aminomethyl)-2-oxo-oxazolidin-3-yl)phenyl)morpholinone hydrochloride Cl.NCC1CN(C(O1)=O)C1=CC=C(C=C1)N1C(COCC1)=O